1-(4-(4-amino-7-cyclopropyl-7H-pyrrolo[2,3-d]pyrimidin-5-yl)-2-fluorophenyl)-3-(4-((5-methyl-2,5-diazabicyclo[2.2.2]octan-2-yl)methyl)-3-(trifluoromethyl)phenyl)urea NC=1C2=C(N=CN1)N(C=C2C2=CC(=C(C=C2)NC(=O)NC2=CC(=C(C=C2)CN2C1CN(C(C2)CC1)C)C(F)(F)F)F)C1CC1